BrC1=CC2=C(N(N=C2C=C1OC)C)C 5-bromo-6-methoxy-2,3-dimethyl-indazole